tert-butyl 2-(((1-(3-((2-ethoxy-1-(4-methoxyphenyl)-2-oxoethyl)amino)-5-methoxyphenyl)ethylidene)amino)oxy)-2-methylpropanoate C(C)OC(C(C1=CC=C(C=C1)OC)NC=1C=C(C=C(C1)OC)C(C)=NOC(C(=O)OC(C)(C)C)(C)C)=O